2-methyl-N-(6-methylpyridin-3-yl)benzamide CC1=C(C(=O)NC=2C=NC(=CC2)C)C=CC=C1